3-benzyl-naphtho[2,3-d]isoxazole-4,9-dione C(C1=CC=CC=C1)C1=NOC2=C1C(C=1C=CC=CC1C2=O)=O